(6-(2,4-difluorophenyl)pyridin-2-yl)(pyridin-2-yl)methanone FC1=C(C=CC(=C1)F)C1=CC=CC(=N1)C(=O)C1=NC=CC=C1